C(C1=CC=CC=C1)OC(=O)[C@H]1NC[C@@H](C1)OC(C)C (2s,4r)-4-isopropoxy-pyrrolidine-2-carboxylic acid benzyl ester